2-[[(3R,4R)-3-Aminotetrahydro-2H-pyran-4-yl]amino]-4-[(4-methylphenyl)amino]-5-pyrimidinecarboxamide dihydrochloride Cl.Cl.N[C@H]1COCC[C@H]1NC1=NC=C(C(=N1)NC1=CC=C(C=C1)C)C(=O)N